C1(=CC=CC=C1)N1NC(=CC1C1=CC=CC=C1)C1=CC=CC=C1 1,3,5-triphenyl-pyrazoline